3-Hydroxyanthranilic Acid OC1=C(C(C(=O)O)=CC=C1)N